C(#N)[K] Cyanopotassium